S1C=C(C=C1)C1=NSC(N1)=O 3-(thiophen-3-yl)-1,2,4-thiadiazol-5(4H)-one